4-(3-isopropyl-1H-indol-5-yl)-2-oxo-5,6-dihydropyridine-1(2H)-carboxylic acid tert-butyl ester C(C)(C)(C)OC(=O)N1C(C=C(CC1)C=1C=C2C(=CNC2=CC1)C(C)C)=O